C(C)NC(C1=CN=C(C=C1NC1=C(C(=CC(=C1)F)C1=NC=CC=N1)OC)NC=1C(=NC(=CC1)F)C)=O N-ethyl-4-((5-fluoro-2-methoxyl-3-(pyrimidin-2-yl)phenyl)amino)-6-((6-fluoro-2-methylpyridin-3-yl)amino)nicotinamide